N-(6-amino-5-ethyl-3-pyridyl)-2-[(2S,5S)-5-methyl-2-[2-(1-methyl-4-piperidyl)-1,3-Benzothiazol-5-Yl]-1-piperidyl]-2-oxo-acetamide NC1=C(C=C(C=N1)NC(C(=O)N1[C@@H](CC[C@@H](C1)C)C=1C=CC2=C(N=C(S2)C2CCN(CC2)C)C1)=O)CC